N1=C(N=C(C2=C1C=CO2)O)O furo[3,2-d]pyrimidine-2,4-diol